OC=1C2(N3C(=CC=C3C(C1C(=O)OC)=O)C1=CC(=CC=C1)OC)CCCC2 Methyl 6'-Hydroxy-3'-(3-methoxyphenyl)-8'-oxo-8'H-spiro[cyclopentane-1,5'-indolizine]-7'-carboxylate